5-oxopyrrolidine-1-carboxylic acid tert-butyl ester C(C)(C)(C)OC(=O)N1CCCC1=O